OCCN(CCN(C)C)C N'-(2-hydroxyethyl)-N,N,N'-trimethylethylenediamine